(2R)-1-(benzyloxy)-1-oxo-3-[4-(trifluoromethoxy)phenyl]propan-2-yl (2S)-2-[[(tert-butoxy)carbonyl](methyl)amino]-4-fluoro-4-methylpentanoate C(C)(C)(C)OC(=O)N([C@H](C(=O)O[C@@H](C(=O)OCC1=CC=CC=C1)CC1=CC=C(C=C1)OC(F)(F)F)CC(C)(C)F)C